CC1=NOC(=C1CC1=CC(=NC=C1)C(=O)N[C@@H]1C(N(C2=C(OC1)C=CC(=C2)C#CC(C)(C)O)C)=O)C (S)-4-((3,5-dimethylisoxazol-4-yl)methyl)-N-(7-(3-hydroxy-3-methylbut-1-yn-1-yl)-5-methyl-4-oxo-2,3,4,5-tetrahydrobenzo[b][1,4]oxazepin-3-yl)picolinamide